3-cyclopropylpropan-1-amine C1(CC1)CCCN